COC=1C=C(C=C(C1)N1N=CC=C1)NC1=CC=NC2=CC=C(C=C12)OC(F)(F)F N-(3-methoxy-5-(1H-pyrazol-1-yl)phenyl)-6-(trifluoromethoxy)quinolin-4-amine